ClC1=C(C(=C(C=C1OC)OC)C(C)C)C1=NC=C2C=C(N=CC2=C1)N[C@H]1[C@H](COC1)NC(C=C)=O N-((3R,4S)-4-((7-(2-chloro-6-isopropyl-3,5-dimethoxyphenyl)-2,6-naphthyridin-3-yl)amino)tetrahydrofuran-3-yl)acrylamide